COC(=O)C1CN(C(C1)=O)C1=CC(=CC(=C1)F)F Methyl-1-(3,5-difluorophenyl)-5-oxopyrrolidin-3-carboxylat